C1(=CC=CC=C1)S(=O)(=O)N1C=CC=C1 (phenylsulfonyl)-1H-pyrrol